7-chloro-4-((4-fluoro-2-methoxy-5-nitrophenoxy)methyl)-benzo[d]thiazole ClC1=CC=C(C=2N=CSC21)COC2=C(C=C(C(=C2)[N+](=O)[O-])F)OC